(7-benzothiophen-2-yl-naphthalen-2-yl)-{bis-(4-benzoxazol-2-yl-phenyl)}amine S1C(=CC2=C1C=CC=C2)C2=CC=C1C=CC(=CC1=C2)N(C2=CC=C(C=C2)C=2OC1=C(N2)C=CC=C1)C1=CC=C(C=C1)C=1OC2=C(N1)C=CC=C2